ClC=1C=C(C=2N(N1)C(=CN2)F)[C@@H]2[C@H](C2)C2=CC=C1C(=NN(C1=C2)CC(F)(F)F)F 6-chloro-3-fluoro-8-[(1S,2S)-2-[3-fluoro-1-(2,2,2-trifluoroethyl)indazol-6-yl]cyclopropyl]imidazo[1,2-b]pyridazine